Galactopyranosyl azide C1([C@H](O)[C@@H](O)[C@@H](O)[C@H](O1)CO)N=[N+]=[N-]